(S)-1-(4-(6-amino-5-(trifluoromethoxy)pyridin-3-yl)-1-(3-fluorobicyclo[1.1.1]pentan-1-yl)-1H-imidazol-2-yl)-2-methylpropan-1-ol NC1=C(C=C(C=N1)C=1N=C(N(C1)C12CC(C1)(C2)F)[C@H](C(C)C)O)OC(F)(F)F